1-chloro-2,4-dinitro-6-phenylbenzene ClC1=C(C=C(C=C1C1=CC=CC=C1)[N+](=O)[O-])[N+](=O)[O-]